2-chloro-3-methoxy-4-methyl-5-(1-(4-nitro-1H-pyrazol-1-yl)ethyl)pyridine ClC1=NC=C(C(=C1OC)C)C(C)N1N=CC(=C1)[N+](=O)[O-]